COC(=O)C12CC(C1)(C2)C(=O)O 1-(Methoxycarbonyl)bicyclo[1.1.1]pentane-3-carboxylic acid